3-(3-fluorophenyl)-4-oxo-3,4-dihydrophthalazin FC=1C=C(C=CC1)N1N=CC2=CC=CC=C2C1=O